1-(4-(2-(2,6-dimethylpyridin-4-yl)-3-isopropyl-1H-indol-5-yl)piperidin-1-yl)-2-((2-hydroxyethyl)(isopropyl)amino)ethan-1-one CC1=NC(=CC(=C1)C=1NC2=CC=C(C=C2C1C(C)C)C1CCN(CC1)C(CN(C(C)C)CCO)=O)C